CSC=1N=CC=2CNCCCC2N1 2-Methylthio-6,7,8,9-tetrahydro-5H-pyrimido[5,4-c]azepine